7-cyano-N-(2-(1,1-dioxidothiomorpholino)ethyl)-4-(isopropylamino)-5H-pyrido[3,2-b]indole-3-carboxamide C(#N)C=1C=CC=2C3=C(NC2C1)C(=C(C=N3)C(=O)NCCN3CCS(CC3)(=O)=O)NC(C)C